(2S)-2-[[(2S,5R)-2,5-dimethylpyrrolidine-1-carbonyl]amino]-4-[2-phenoxyethyl-[4-(5,6,7,8-tetrahydro-1,8-naphthyridin-2-yl)butyl]amino]butanoic acid C[C@@H]1N([C@@H](CC1)C)C(=O)N[C@H](C(=O)O)CCN(CCCCC1=NC=2NCCCC2C=C1)CCOC1=CC=CC=C1